C(C)(C)(C)OC(=O)N1CCN(CC1)S(NC1=CN=C2C(=N1)N(C(=N2)C2=NC(=CC=C2)OCC)C2=C(C=CC=C2OC)OC)(=O)=O 4-(N-(1-(2,6-Dimethoxyphenyl)-2-(6-ethoxypyridin-2-yl)-1H-imidazo[4,5-b]pyrazin-6-yl)sulfamoyl)piperazine-1-carboxylic acid tert-butyl ester